N1C[C@@H](CCC1)C(=O)O (R)-3-piperidinecarboxylic acid